N-(4-fluoro-3-methoxy-phenyl)-6-(2-tetrahydropyran-4-ylethynyl)-1H-indazol-5-amine FC1=C(C=C(C=C1)NC=1C=C2C=NNC2=CC1C#CC1CCOCC1)OC